C(C)OC(=O)C1(CC=2C(=NC=C(C2C)F)C1)C(=O)OCC 3-fluoro-4-methyl-5,7-dihydrocyclopenta[b]pyridine-6,6-dicarboxylic acid diethyl ester